C1(CCCC1)CN1C2=CC=CC(=C2C=2C(=CC=CC12)OCC(=O)O)C(N)=O [9-[(cyclopentyl)methyl]-5-carbamoylcarbazol-4-yl]oxyacetic acid